ClC1=CC=C(CNCC2(CCN(CC2)CC2=CC=C(C=C2)OC)CC(=C)C)C=C1 N-(4-chlorobenzyl)-1-(1-(4-methoxybenzyl)-4-(2-methylallyl)piperidin-4-yl)methylamine